6-fluoro-N-((3R,4S)-3-fluoro-1-(oxetan-3-yl-3-d)piperidin-4-yl)-4-methoxy-5-(1-(2,2,2-trifluoroethyl)-1H-benzo[d][1,2,3]triazol-6-yl)pyrrolo[2,1-f][1,2,4]triazin-2-amine FC=1C(=C2C(=NC(=NN2C1)N[C@@H]1[C@@H](CN(CC1)C1(COC1)[2H])F)OC)C=1C=CC2=C(N(N=N2)CC(F)(F)F)C1